2-[(4-chloropyrrolo[2,3-d]pyrimidin-7-yl)methoxy]ethyl-trimethyl-silane ClC=1C2=C(N=CN1)N(C=C2)COCC[Si](C)(C)C